Cl.C(C)OC1=C(OCC2CNCCO2)C=CC=C1 2-((2-ethoxyphenoxy)methyl)morpholine HCl